C(C)[C@]1(C(OCC=2C(N3CC=4C(=NC=5C=C(C(=C6C5C4C(CC6)CCCO)C)F)C3=CC21)=O)=O)O (9S)-9-Ethyl-5-fluoro-9-hydroxy-1-(3-hydroxypropyl)-4-methyl-1,2,3,9,12,15-hexahydro-10H,13H-benzo[de]pyrano[3',4':6,7]indolizino[1,2-b]quinoline-10,13-dione